CC1(CCS(CC1)(=O)=O)NC(=O)C1=CC2=C(NC(N2)=O)C=C1 N-(4-methyl-1,1-dioxidotetrahydro-2H-thiopyran-4-yl)-2-oxo-2,3-dihydro-1H-benzo[d]imidazole-5-carboxamide